N(=C=O)CC1=CC=C(C=C1)C(F)(F)F 1-(isocyanatomethyl)-4-(trifluoromethyl)benzene